C(C1=CC=CC=C1)OC1=CC=C(C(=C1N1CC(NS1(=O)=O)=O)F)C#CC1=CN=NC=C1 5-(6-(benzyloxy)-2-fluoro-3-(pyridazin-4-ylethynyl)phenyl)-1,2,5-thiadiazolidin-3-one 1,1-dioxide